CC(=O)N[C@@H](CCCNC(=O)C[C@H](CCCNC(=O)C[C@H](CCC[NH3+])[NH3+])[NH3+])CC(=O)N[C@@H]1[C@@H]([C@H]([C@H](O[C@H]1NC2=[NH+][C@H]3[C@H](N2)[C@@H](CNC3=O)O)CO)OC(=O)N)O The molecule is the N(beta)-acetyl derivative of streptothricin D(5+); major microspecies at pH 7.3. It is a N-glycosyl compound and a member of acetamides. It derives from a streptothricin D(5+). It is a conjugate acid of a Nbeta-acetylstreptothricin D.